[Li][Li] diLithium